deoxypropynyl-cytidine C(#CC)[C@@]1(C[C@H](O)[C@@H](CO)O1)N1C(=O)N=C(N)C=C1